N-[6-[4-[acetyl(2,2-difluoroethyl)amino]-3-chloro-phenyl]-3-pyridyl]-2-(3-pyridyl)acetamide C(C)(=O)N(C1=C(C=C(C=C1)C1=CC=C(C=N1)NC(CC=1C=NC=CC1)=O)Cl)CC(F)F